2,5-dicyanopyrazine C(#N)C1=NC=C(N=C1)C#N